[Si](C1=CC=CC=C1)(C1=CC=CC=C1)(C(C)(C)C)OCC(CC#CC)OCCN(C(OC)=O)C methyl N-[2-({1-[(tert-butyldiphenylsilyl) oxy]Hex-4-yn-2-yl} oxy) ethyl]-N-methylcarbamate